FC1=C2C(=NC=NC2=C(C=C1)F)NCCC1=C(C=C(C=C1)OC1=NC=CC(=C1)C(F)(F)F)F (5,8-difluoroquinazolin-4-yl)-{2-[2-fluoro-4-(4-trifluoromethylpyridin-2-yloxy)-phenyl]-ethyl}-amine